(2-(2,6-dioxopiperidin-3-yl)-3-oxoisoindolin-5-yl)methyl (6-(tert-butyl)pyridin-2-yl)carbamate C(C)(C)(C)C1=CC=CC(=N1)NC(OCC=1C=C2C(N(CC2=CC1)C1C(NC(CC1)=O)=O)=O)=O